2,3-difluoro-6-methoxybenzyl bromide FC1=C(CBr)C(=CC=C1F)OC